C(C)OC(=O)C=1N(N=C2C1CN([C@@H](C2)C)C(C2=CC(=C(C=C2)Cl)C#N)=O)CCNCC2=CC=C(C=C2)S(F)(F)(F)(F)F (R)-Ethyl-5-(4-chloro-3-cyanobenzoyl)-2-(2-((4-(pentafluoro-λ6-sulfaneyl) benzyl) amino) ethyl)-6-methyl-4,5,6,7-tetrahydro-2H-pyrazolo[4,3-c]pyridine-3-carboxylate